(7-Bromo-1-(hydroxymethyl)-4-oxo-3,4-dihydropyrido[3,4-d]pyridazin-5-yl)(methyl)carbamic acid tert.Butyl ester C(C)(C)(C)OC(N(C)C1=NC(=CC2=C1C(NN=C2CO)=O)Br)=O